NC1=NC=CC(=C1)C[C@@H]1[C@H](N(C1=O)C(=O)N[C@H](CC)C1CCCCC1)C(=O)N(C)C1=CC=NN1C (2S,3R)-3-((2-aminopyridin-4-yl)methyl)-N2-(1-methyl-1H-pyrazol-5-yl)-N1-((R)-1-cyclohexylpropyl)-N2-methyl-4-oxoazetidine-1,2-dicarboxamide